ClC=1C=C(C=CC1)[C@@H]1[C@H](C1)C(=O)N (1s,2s)-2-(3-chlorophenyl)cyclopropane-1-carboxamide